2,5-bis(trimethylsilyl)bicyclo[4.2.0]oct-1(6),3-diene C[Si](C1C=2CCC2C(C=C1)[Si](C)(C)C)(C)C